CC1(OB(OC1(C)C)C1=CC=2C=C3N(C2C=C1)CCN(C3)C(=O)OC(C)(C)C)C tert-Butyl 8-(4,4,5,5-tetramethyl-1,3,2-dioxaborolan-2-yl)-3,4-dihydropyrazino[1,2-a]indole-2(1H)-carboxylate